(3R)-2'-{6-amino-5-[(1R)-1-(pyridin-3-yl)ethoxy]pyridin-3-yl}-N-cyclobutyl-5',6'-dihydrospiro[pyrrolidine-3,4'-pyrrolo[1,2-b]pyrazole]-1-carboxamide NC1=C(C=C(C=N1)C=1C=C2N(N1)CC[C@]21CN(CC1)C(=O)NC1CCC1)O[C@H](C)C=1C=NC=CC1